3-iodo-1-(propen-2-yl)-1H-pyrazole-5-carboxylic acid ethyl ester C(C)OC(=O)C1=CC(=NN1C(=C)C)I